C(C)NCC(=O)N1C2CC(CC1CC2)NC=2N=C(C1=C(N2)SC=C1)NC1=NNC(=C1)C (ethylamino)-1-((3-exo)-3-((4-((5-methyl-1H-pyrazol-3-yl)amino)thieno[2,3-d]pyrimidin-2-yl)amino)-8-azabicyclo[3.2.1]octan-8-yl)ethan-1-one